ClC1=CC2=C(N=C(S2)C(C(CCC2=C(C=CC(=C2)OC)S(=O)(=O)N)C)C)C=C1 (4-(6-Chlorobenzo[d]thiazol-2-yl)-3-methylpentyl)-4-methoxybenzenesulfonamide